1-bromo-1-propene BrC=CC